benzyl (R)-4-((S)-2-((R)-2-(((2R,4aR,6S,7R,8R,8aS)-7-acetamido-6-(benzyloxy)-2-phenylhexahydropyrano[3,2-d][1,3]dioxin-8-yl)oxy)propanamido)propanamido)-5-amino-5-oxopentanoate C(C)(=O)N[C@@H]1[C@H]([C@@H]2O[C@@H](OC[C@H]2O[C@@H]1OCC1=CC=CC=C1)C1=CC=CC=C1)O[C@@H](C(=O)N[C@H](C(=O)N[C@H](CCC(=O)OCC1=CC=CC=C1)C(=O)N)C)C